tert-butyl (2S,4R)-2-(2,4-difluorophenyl)-4-(2,2,2-trifluoro-N-methylacetamido)piperidine-1-carboxylate FC1=C(C=CC(=C1)F)[C@H]1N(CC[C@H](C1)N(C(C(F)(F)F)=O)C)C(=O)OC(C)(C)C